FC(C12CC(C1)(C2)C(=O)ON2C(C1=CC=CC=C1C2=O)=O)(F)F 1,3-dioxoisoindolin-2-yl 3-(trifluoromethyl)bicyclo[1.1.1]pentane-1-carboxylate